calcium oxide magnesium [Mg+2].[O-2].[Ca+2].[O-2]